(6-chlorobenzothiazol-2-yl)cyclobutan-1-ol ClC1=CC2=C(N=C(S2)C2(CCC2)O)C=C1